(3r,4r,5r)-3,4,5,6-tetrahydroxyhexanone tert-butyl-4-(2-(tert-butoxycarbonyl)-1-methylhydrazine-1-carbonyl)-1-cyclopropyl-6-oxo-1,6-dihydropyridine-3-carboxylate C(C)(C)(C)OC(=O)C1=CN(C(C=C1C(=O)N(NC(=O)OC(C)(C)C)C)=O)C1CC1.O[C@@H](C(C)=O)[C@@H]([C@@H](CO)O)O